2-(1-Cyclobutyl-1H-pyrazol-4-yl)-5-[({1-[2-fluoro-4-(trifluoromethyl)phenyl]cyclopropyl}carbonyl)amino]-3-methylbenzoic acid C1(CCC1)N1N=CC(=C1)C1=C(C(=O)O)C=C(C=C1C)NC(=O)C1(CC1)C1=C(C=C(C=C1)C(F)(F)F)F